6-FLUORO-8-NITROCHROMONE-3-CARBOXALDEHYDE FC=1C=C2C(C(=COC2=C(C1)[N+](=O)[O-])C=O)=O